4-oxoglutarate O=C(CCC(=O)[O-])C(=O)[O-]